COC1=C(C=C2C(=NC=NC2=C1)C=1C(=NN(C1)C)C1=CC=CC=C1)NC(=O)[C@H]1[C@H](C1)C |r| rac-(1r,2s)-N-(7-methoxy-4-(1-methyl-3-phenyl-1H-pyrazol-4-yl)quinazolin-6-yl)-2-methylcyclopropane-1-carboxamide